C(#N)N=C(NC1=CC(=C(C(=C1)OC)OC)OC)NCCCN1C=NC=C1C 2-cyano(3,4,5-trimethoxyphenyl)-3-(3-(5-methyl-1H-imidazol-1-yl)propyl)guanidine